tert-butyl (3R,4S)-4-(4-chloro-N-methyl-anilino)-3-methyl-piperidine-1-carboxylate Racemic-tert-butyl-(3S,4R)-4-(4-chloro-N-methyl-anilino)-3-methyl-piperidine-1-carboxylate C(C)(C)(C)OC(=O)N1C[C@@H]([C@@H](CC1)N(C1=CC=C(C=C1)Cl)C)C.ClC1=CC=C(N(C)[C@@H]2[C@@H](CN(CC2)C(=O)OC(C)(C)C)C)C=C1 |&1:9,10|